dioleyladipic acid amide C(CCCCCCC\C=C/CCCCCCCC)C(C(=O)N)(CCCC(=O)O)CCCCCCCC\C=C/CCCCCCCC